benzyl 3-[3-[([[(4aR,10aR)-7-(benzyloxy)-1-propyl-2H,3H,4H,4aH,5H,10H,10aH-benzo[g]quinolin-6-yl]oxy]carbonyl)amino]phenyl]-2-[(tert-butoxycarbonyl)amino]propanoate C(C1=CC=CC=C1)OC=1C=CC2=C(C[C@H]3CCCN([C@@H]3C2)CCC)C1OC(=O)NC=1C=C(C=CC1)CC(C(=O)OCC1=CC=CC=C1)NC(=O)OC(C)(C)C